ClC=1C=C(C=C(C1)F)CC(=O)N1CCOC2(C1)C=C(C(C(C2)(C)C)=O)C#N 4-[(3-chloro-5-fluorophenyl)acetyl]-10,10-dimethyl-9-oxo-1-oxa-4-azaspiro[5.5]undec-7-ene-8-carbonitrile